tert-butyl N-[(1S)-1-[cyclohexyl-(cyclopentyl)methyl]-2-[4-(3-methylimidazol-4-yl)anilino]-2-oxo-ethyl]carbamate C1(CCCCC1)C([C@@H](C(=O)NC1=CC=C(C=C1)C=1N(C=NC1)C)NC(OC(C)(C)C)=O)C1CCCC1